C(C)(C)(C)N(C(O)=O)C=1SC=2N=C(N=CC2N1)C#CC1CC1.C(C1=CC=CC=C1)C=1C=NC(=NC1)CCCO[Si](C)(C)C(C)(C)C 5-benzyl-2-(3-((tert-butyldimethylsilyl)oxy)propyl)pyrimidine tert-butyl-(5-(cyclopropylethynyl)thiazolo[5,4-d]pyrimidin-2-yl)carbamate